ClC=1C=CC(=C(C1)CC(=O)NC1=CC(=NC=C1)C(=O)NCCCOC1=CC=CC=C1)O 4-[[2-(5-chloro-2-hydroxy-phenyl)acetyl]amino]-N-(3-phenoxypropyl)pyridine-2-carboxamide